C(C1=CC=CC=C1)(=O)N1CCN(CC1)C(=O)C1CC2(CC(C2)NC(=O)NCC2=CC=C(C=C2)OC)C1 1-(6-(4-benzoylpiperazine-1-carbonyl)spiro[3.3]hept-2-yl)-3-(4-methoxybenzyl)urea